NC1=C(OC2=CC=C(C=C2)S(=O)(=O)C2=CC=C(C=C2)OC2=C(C=CC=C2)N)C=CC=C1 bis[4-(2-aminophenoxy) phenyl] sulfone